3-(4-isobutyl-6-methylenecyclohexen-1-yl)propanal Methyl-5-[[3-chloro-4-(3-methoxypropoxy)benzoyl]amino]-2-[(4-methoxyphenyl)methyl]-pyrazole-3-carboxylate COC(=O)C=1N(N=C(C1)NC(C1=CC(=C(C=C1)OCCCOC)Cl)=O)CC1=CC=C(C=C1)OC.C(C(C)C)C1CC=C(C(C1)=C)CCC=O